ClC=1NC2=CC(=C(C=C2C1C=O)Cl)Cl 2,5,6-TRICHLORO-1H-INDOLE-3-CARBALDEHYDE